ClC1=C(C=CC(=C1)OCCS(=O)(=O)C)C=1N(C2=NC=NC(=C2N1)OC1(CC1)C)CC1=NC=CC(=C1)C 8-(2-chloro-4-(2-(methylsulfonyl)ethoxy)phenyl)-6-(1-methylcyclopropoxy)-9-((4-methylpyridin-2-yl)methyl)-9H-purine